3-(4-(tert-butylthio)phenyl)-5-methyl-pyrazol-4-ol C(C)(C)(C)SC1=CC=C(C=C1)C1=NNC(=C1O)C